t-butyl azidoformate N(=[N+]=[N-])C(=O)OC(C)(C)C